[Br-].ClCCC[N+](CC)(CC)CC 3-chloropropyltriethylammonium bromide